COC1=C(C=CC=C1)C1=NC(=C2N=CNC2=N1)NC 2-(2-methoxyphenyl)-6-(methylamino)-9H-purine